2,6-dichloro-4-(1-(3,4-difluorophenyl)vinyl)pyridine ClC1=NC(=CC(=C1)C(=C)C1=CC(=C(C=C1)F)F)Cl